C1N(CC12CNC2)CC2CCN(CC2)C=2C=C1C(N(C(C1=CC2)=O)C2C(NC(CC2)=O)=O)=O 5-[4-(2,6-diazaspiro[3.3]hept-2-ylmethyl)-1-piperidinyl]-2-(2,6-dioxo-3-piperidinyl)isoindoline-1,3-dione